C(CC(=O)[O-])(=O)OC(C)(CCC)C(C)(C)C.[K+].[Li+].C(C)(C)(C)C(C)(CCC)OC(CC(=O)[O-])=O lithium potassium 2-(tert-butyl)-2-pentyl malonate